(2r,5s)-4-(5-cyclopropyl-7-(4-ethylpyridin-2-yl)-7H-pyrrolo[2,3-d]pyrimidin-4-yl)-2,5-dimethylpiperazine-1-carboxylic acid tert-butyl ester C(C)(C)(C)OC(=O)N1[C@@H](CN([C@H](C1)C)C=1C2=C(N=CN1)N(C=C2C2CC2)C2=NC=CC(=C2)CC)C